2-(4-amino-3-((((S)-oxetan-2-yl)methyl)amino)phenyl)cyclopropane-1-carboxylate NC1=C(C=C(C=C1)C1C(C1)C(=O)[O-])NC[C@H]1OCC1